C1(C=CC=C1)C1C(C2C=CC=C2)O1 dicyclopentadienyl ethylene oxide